C(#N)C1=NC2=CC(=CC(=C2N=C1N(C)C1C(CC2=CC=CC=C12)OC)[C@@H](C)NC1=C(C(=O)O)C=CC=C1)C 2-(((1R)-1-(2-cyano-3-((2-methoxy-2,3-dihydro-1H-inden-1-yl)(methyl)-amino)-7-methylquinoxalin-5-yl)-ethyl)amino)benzoic acid